tert-Butyl 3-(5-(2-hydroxypropan-2-yl)-7-(thiazol-2-yl)-4-(trifluoromethyl)benzo[d]oxazol-2-yl)-3,8-diazabicyclo[3.2.1]octane-8-carboxylate OC(C)(C)C=1C=C(C2=C(N=C(O2)N2CC3CCC(C2)N3C(=O)OC(C)(C)C)C1C(F)(F)F)C=1SC=CN1